C(CCCC)COP(=O)(OC=C(Cl)Cl)OC amyl-dichlorvos